6-(1-acetyl-3-amino-1H-indazol-4-yl)-N-(3-fluoro-4-methylphenyl)-1-naphthamide C(C)(=O)N1N=C(C2=C(C=CC=C12)C=1C=C2C=CC=C(C2=CC1)C(=O)NC1=CC(=C(C=C1)C)F)N